tert-butyl 6-(3-hydroxy-5-methylcinnolin-7-yl)-2,6-diazaspiro[3.3]heptane-2-carboxylate OC=1N=NC2=CC(=CC(=C2C1)C)N1CC2(CN(C2)C(=O)OC(C)(C)C)C1